6-(2,2-difluorocyclopropyl)-5-fluoro-N-(8-fluoro-7-(2-hydroxypropan-2-yl)-2-(piperidin-4-yl)imidazo(1,2-a)pyridin-6-yl)picolinamide FC1(C(C1)C1=C(C=CC(=N1)C(=O)NC=1C(=C(C=2N(C1)C=C(N2)C2CCNCC2)F)C(C)(C)O)F)F